(6-chloropyridin-3-yl)-N-methylmethylamine ClC1=CC=C(C=N1)N(C)C